ClC1=C(N(C2=NC=CC=C21)COCC[Si](C)(C)C)C2=NN(C1=NC=NC(=C12)N)CC(OCC)OCC 3-(3-Chloro-1-((2-(trimethylsilyl)ethoxy)methyl)-1H-pyrrolo[2,3-b]pyridin-2-yl)-1-(2,2-diethoxyethyl)-1H-pyrazolo[3,4-d]pyrimidin-4-amine